2-(2-(6-cyclopropylpyridin-3-yl)-6-isopropyl-5,8-dioxo-5,6,7,8-tetrahydro-4H-pyrazolo[1,5-a]pyrrolo[3,4-d]pyrimidin-4-yl)-N-(5-fluoropyridin-2-yl)acetamide C1(CC1)C1=CC=C(C=N1)C1=NN2C(N(C3=C(C2=O)CN(C3=O)C(C)C)CC(=O)NC3=NC=C(C=C3)F)=C1